N[C@@H](C)C1=CN=C2C=C(C(NC2=C1)=O)CC (S)-7-(1-aminoethyl)-3-ethyl-1,5-naphthyridin-2(1H)-one